CN1CCN(CC1)C1=CC=C(C=C1)NC1=NC=C(C(=C1)NCCCN1C(OCCCC1)=O)C(F)(F)F 3-(3-((2-((4-(4-methylpiperazin-1-yl)phenyl)amino)-5-(trifluoromethyl)pyridin-4-yl)amino)propyl)-1,3-oxazepan-2-one